C(#N)C1=CC=C(C=C1)N(CCC1CN(CCO1)C(=O)OC(C)(C)C)CC1=CC(=C(C=C1)OC)F tert-butyl 2-(2-((4-cyanophenyl)(3-fluoro-4-methoxybenzyl)amino)ethyl)morpholine-4-carboxylate